OC1=CC=C(C=C1)C1=NNC(C2=CC=CC(=C12)C1=CC=C(C=C1)[N+](=O)[O-])=O 4-(4-hydroxyphenyl)-2,3-diaza-(4-nitrophenyl)naphthalen-1-one